CC1=CC=[N+](C=C1)[O-] 4-Methylpyridine N-oxide